C(CCCCC)OCC n-hexylethyl ether